tert-butyl 4-(4-(2-((2S,4S)-2-(benzo[d]oxazole-2-carbonyl)-4-fluoropyrrolidin-1-yl)-2-oxoethylcarbamoyl)quinolin-6-yl)benzoate O1C(=NC2=C1C=CC=C2)C(=O)[C@H]2N(C[C@H](C2)F)C(CNC(=O)C2=CC=NC1=CC=C(C=C21)C2=CC=C(C(=O)OC(C)(C)C)C=C2)=O